C1(CC1)C(=O)NC1=CC(=C(N=N1)C(=O)NC([2H])([2H])[2H])NC1=C(C(=CC=C1)C=1N=CC(N(C1)C)=O)OC 6-(cyclopropanecarboxamido)-4-((2-methoxy-3-(4-methyl-5-oxo-4,5-dihydropyrazin-2-yl)phenyl)amino)-N-(methyl-d3)pyridazine-3-carboxamide